S(N)(OC[C@@H]1[C@H]([C@H]([C@@H](C1)NC1=NC=NC=C1C(=O)C=1SC=C(C1)[C@]1(NCCC1)C1=CC(=CC=C1)Cl)O)O)(=O)=O [(1R,2R,3S,4R)-4-{[5-({4-[(2R)-2-(3-chlorophenyl)pyrrolidin-2-yl]-2-thienyl}carbonyl)pyrimidin-4-yl]amino}-2,3-dihydroxycyclopentyl]methyl sulfamate